CC(CC(=O)O)(C)C1=C(C(C(=C(C1=O)C)C)=O)C 3-methyl-3-(2,4,5-trimethyl-3,6-dioxocyclohexane-1,4-dien-1-yl)butanoic acid